Cl.CN(C=1C=2C=CC=NC2C(=CC1)C(F)(F)F)[C@@H]1CNCC1 (S)-N-methyl-N-(pyrrolidin-3-yl)-8-(trifluoromethyl)quinolin-5-amine hydrochloride